C(=O)O.COC=1C(=CC=2C(N1)=NN(C2)C)NC(=O)N2CCC=1C2=NC=CC1C1C[C@@H](NCC1)C N-(6-methoxy-2-methyl-2H-pyrazolo[3,4-b]pyridin-5-yl)-4-((2S)-2-methylpiperidin-4-yl)-2,3-dihydro-1H-pyrrolo[2,3-b]pyridine-1-carboxamide formate